4-((5-(1,6-dimethyl-1H-pyrrolo[2,3-b]pyridin-4-yl)-3-methyl-4,5,6,7-tetrahydro-1H-pyrazolo[4,3-c]pyridin-1-yl)methyl)bicyclo[2.2.2]octan-1-amine CN1C=CC=2C1=NC(=CC2N2CC1=C(CC2)N(N=C1C)CC12CCC(CC1)(CC2)N)C